tert-butyl (3S,5S)-3-(((tert-butoxycarbonyl)amino)methyl)-5-(((tert-butyldiphenylsilyl)oxy)methyl)-3-ethyl-2-oxopyrrolidine-1-carboxylate C(C)(C)(C)OC(=O)NC[C@]1(C(N([C@@H](C1)CO[Si](C1=CC=CC=C1)(C1=CC=CC=C1)C(C)(C)C)C(=O)OC(C)(C)C)=O)CC